FC=1C=CC2=C(CCO2)C1CNC1=NC=C(C=2C1=CN=NC2)C2=CC(=NN2C)C(=O)N(C)C 5-[5-[(5-fluoro-2,3-dihydrobenzofuran-4-yl)methylamino]pyrido[3,4-d]pyridazin-8-yl]-N,N,1-trimethyl-pyrazole-3-carboxamide